N-({(3S,4R)-4-methyl-2-[6-methyl-3-(2H-1,2,3-triazol-2-yl)pyridine-2-carbonyl]-2-azabicyclo[3.1.1]heptan-3-yl}-methyl)-[1,3]thiazolo[5,4-b]pyridin-2-amine C[C@H]1[C@H](N(C2CC1C2)C(=O)C2=NC(=CC=C2N2N=CC=N2)C)CNC=2SC1=NC=CC=C1N2